(R)-4-amino-5-hydroxypentanoic acid N[C@H](CCC(=O)O)CO